ClC1=CC=C(C=C1)C=1N(C(N(C1)CC1=NC(=NN1C=1C=C(C#N)C=CC1)[C@H](C)O)=O)C[C@@H](C(F)(F)F)O 3-(5-((4-(4-chlorophenyl)-2-oxo-3-((S)-3,3,3-trifluoro-2-hydroxypropyl)-2,3-dihydro-1H-imidazol-1-yl)methyl)-3-((S)-1-hydroxyethyl)-1H-1,2,4-triazol-1-yl)benzonitrile